FC(C(=O)C1=CC=CC=C1)C1=CC=CC=C1 fluoro-1,2-diphenylethan-1-one